C(C1=CC=CC=C1)(C1=CC=CC=C1)OC1C[C@H]2CC[C@@H](C1)N2C (1R,5S)-3-benzhydryloxy-8-methyl-8-azabicyclo[3.2.1]octane